N-[[6-(2,3-Dihydro-1,4-benzodioxin-3-ylmethoxy)-2-pyridyl]sulfonyl]-2-(2,2,4-trimethylpyrrolidin-1-yl)pyridin-3-carboxamid O1CC(OC2=C1C=CC=C2)COC2=CC=CC(=N2)S(=O)(=O)NC(=O)C=2C(=NC=CC2)N2C(CC(C2)C)(C)C